N-(4-methoxybutyl)-thieno[3,2-d]Pyrimidine-7-carboxamide COCCCCNC(=O)C1=CSC2=C1N=CN=C2